ClC1=C([C@H](C(=O)O)O)C=CC=C1 (R)-2-chloro-mandelic acid